CCN(CC)[Si](C)C N,N-diethyl-1,1-dimethylsilylamine